N=1C=CN2C1C(=NC=C2)C2=CC=C(C=C2)CO (4-(imidazo[1,2-a]pyrazin-8-yl)phenyl)methanol